FC=1C=CC=C2C=C(C(NC12)=O)NC1=NC(=NC=C1)NC=1C=NC(=C(C1)OC)N1CCN(CC1)CC(F)(F)F 8-fluoro-3-(2-{5-methoxy-6-[4-(2,2,2-trifluoroethyl)-1-piperazinyl]-3-pyridylamino}-4-pyrimidinylamino)-1,2-dihydro-2-quinolinone